3,3-dimethyl-N-(2-phenyl-1,2,3,4-tetrahydroquinoline-6-yl)butaneamide CC(CC(=O)NC=1C=C2CCC(NC2=CC1)C1=CC=CC=C1)(C)C